N-(4-Methoxybenzyl)-N'-(5-nitro-1,3-thiazol-2-YL)urea COC1=CC=C(CNC(=O)NC=2SC(=CN2)[N+](=O)[O-])C=C1